4-(methoxy(methyl)carbamoyl)-5,6-dihydropyridine-1(2H)-carboxylic acid tert-butyl ester C(C)(C)(C)OC(=O)N1CC=C(CC1)C(N(C)OC)=O